FC1=C(C=C(C(=O)NCC=2N=NN(C2)[C@@H](CC(=O)NO)CC2=CC3=CC=CC=C3C=C2)C=C1)C 4-fluoro-N-[[1-[(1R)-3-(hydroxyamino)-1-(2-naphthylmethyl)-3-oxo-propyl]triazol-4-yl]methyl]-3-methyl-benzamide